6-((trimethylsilyl)ethynyl)nicotinic acid C[Si](C)(C)C#CC1=NC=C(C(=O)O)C=C1